OCC=1C(=NC(=C(N1)S)C)N1CCC2(CC1)[C@@H](C1=CC=CC=C1C2)NS(=O)C(C)(C)C N-((S)-1'-(3-(hydroxymethyl)-5-mercapto-6-methylpyrazin-2-yl)-1,3-dihydrospiro[indene-2,4'-piperidin]-1-yl)-2-methylpropane-2-sulfinamide